1-(bicyclo[1.1.1]pentan-1-yl)-4-((5-phenylisoxazol-3-yl)methyl)piperazine-2,3-dione C12(CC(C1)C2)N2C(C(N(CC2)CC2=NOC(=C2)C2=CC=CC=C2)=O)=O